FC=1C=C(C(=O)O)C=C(C1)C1=NN(C=C1COC)C 3-fluoro-5-(4-(methoxymethyl)-1-methyl-1H-pyrazol-3-yl)benzoic acid